FC(C(C(=O)OC(C)(C)C)(C)CO)(C)F tert-butyl 3,3-difluoro-2-(hydroxymethyl)-2-methylbutyrate